2-chloro-N-(3,5-dimethoxyphenyl)-N-[(4-fluoro-2,6-dimethyl-phenyl)methyl]acetamide ClCC(=O)N(CC1=C(C=C(C=C1C)F)C)C1=CC(=CC(=C1)OC)OC